C1(CC1)C1=CC=C(C=C1)B(O)O (4-cyclopropyl-phenyl)-boronic acid